N-(4-(4-fluorobenzyl)-3,6-dimethyl-3,4-dihydro-2H-benzo[b][1,4]oxazin-7-yl)-3,3-dimethylbutanamide FC1=CC=C(CN2C3=C(OCC2C)C=C(C(=C3)C)NC(CC(C)(C)C)=O)C=C1